(S)-(1-(4-cyano-3-(1-(difluoromethyl)-1H-1,2,4-triazol-5-yl)phenyl)-2-hydroxyethyl)carbamic acid tert-butyl ester C(C)(C)(C)OC(N[C@H](CO)C1=CC(=C(C=C1)C#N)C1=NC=NN1C(F)F)=O